(S)-1-(3-((4-((3-Chloro-2-fluoro-4-(1-methylcyclopropoxy)phenyl)amino)pyrido-[3,2-d]pyrimidin-6-yl)oxy)pyrrolidin-1-yl)prop-2-en-1-one ClC=1C(=C(C=CC1OC1(CC1)C)NC=1C2=C(N=CN1)C=CC(=N2)O[C@@H]2CN(CC2)C(C=C)=O)F